ClC=1C=C(COC2=C(C=C(CN3CC(C3)C(=O)O)C=C2C)C)C=CC1Cl 1-(4-((3,4-dichlorobenzyl)oxy)-3,5-dimethylbenzyl)azetidine-3-carboxylic acid